3-bromo-5-((phenethyl-imino)methyl)phenyl nicotinate C(C1=CN=CC=C1)(=O)OC1=CC(=CC(=C1)C=NCCC1=CC=CC=C1)Br